methyl (1S,3S)-3-((6-(3-(((cyclopentyl(methyl)carbamoyl)oxy)methyl)-5-fluorothiophen-2-yl)-2-methylpyridin-3-yl)oxy)cyclohexane-1-carboxylate C1(CCCC1)N(C(=O)OCC1=C(SC(=C1)F)C1=CC=C(C(=N1)C)O[C@@H]1C[C@H](CCC1)C(=O)OC)C